FC1=C(CN2C(N([C@H](C3=CC=C(C=C23)C(=O)NCC2=C(C=C(C=C2F)F)F)C)C)=O)C=C(C=C1F)OC (S)-1-(2,3-difluoro-5-methoxybenzyl)-3,4-dimethyl-2-oxo-N-(2,4,6-trifluorobenzyl)-1,2,3,4-tetrahydroquinazoline-7-carboxamide